N1N=C(C=C1)C1=NC2=CC=C3C(=C2C=2CCCCC12)C=NN3 7-(1H-pyrazol-3-yl)-8,9,10,11-tetrahydro-3H-pyrazolo[4,3-a]phenanthridine